O[C@H]1[C@@H](O[C@@H]([C@H]1O)CO)N1C=2N=C(NC(C2N=C1)=O)NC(C(CCCNC(=N)N)=O)=O 1-{9-[(2R,3R,4S,5R)-3,4-Dihydroxy-5-(hydroxymethyl)tetrahydrofur-2-yl]-6-oxo-1,9-dihydropurin-2-ylamino}-5-guanidino-1,2-pentanedione